N[C@H](CC1=CC2=C(N=C(N=C2NCC=2OC=CC2)Cl)N1)[C@H](CC)C 6-[(2r,3s)-2-amino-3-methylpentyl]-2-chloro-N-[(furan-2-yl)methyl]-7H-pyrrolo[2,3-d]pyrimidin-4-amine